N=1OC(=C2C1C=CC=C2)C(=O)O benzo[c]isoxazol-3-carboxylic acid